COC1=CC=C2C=NN(C2=C1NS(=O)(=O)C=1C=CC(=NC1)C(=O)ONC(C)=N)C ethanimidamido 5-[(6-methoxy-1-methylindazol-7-yl)sulfamoyl]pyridine-2-carboxylate